[SiH3][SiH2][SiH2][SiH2][SiH2][SiH2][SiH2][SiH2][SiH2][SiH2][SiH3] Undecasilan